CHROMEN-4-ON O1C=CC(C2=CC=CC=C12)=O